ClC1=NC=CC=2C(CC=C(C12)F)(NC1=NC=C(C=C1OC(F)F)C(F)(F)F)CO (1-chloro-5-((3-(difluoromethoxy)-5-(trifluoromethyl)pyridin-2-yl)-amino)-8-fluoro-5,6-dihydroisoquinolin-5-yl)methanol